FC(C(=O)O)(F)F.NC1=NN2C(N=CC=C2)=C1C(=O)NC(C)C=1C=C(C=2N(C1N1C(CS(CC1)(=O)=O)C)C=NC2)Cl 2-Amino-N-(1-[8-chloro-5-(3-methyl-1,1-dioxidothio-morpholin-4-yl)imidazo-[1,5-a]pyridin-6-yl]ethyl)-pyrazolo[1,5-a]pyrimidine-3-carboxamide trifluoro-acetate salt